1-((S)-7-((1S,2S)-2-(2-chlorophenyl)-4,4-dimethylcyclohexane-1-carbonyl)-5,5-difluoro-6-methyl-2,7-diazaspiro[3.5]nonan-2-yl)prop-2-en-1-one ClC1=C(C=CC=C1)[C@@H]1[C@H](CCC(C1)(C)C)C(=O)N1[C@H](C(C2(CN(C2)C(C=C)=O)CC1)(F)F)C